1-(3-((3-bromobenzyl)amino)-2-phenylimidazo[1,2-a]pyridin-5-yl)naphthalen-2-ol BrC=1C=C(CNC2=C(N=C3N2C(=CC=C3)C3=C(C=CC2=CC=CC=C32)O)C3=CC=CC=C3)C=CC1